(3S,4S)-3-methyl-8-(3-(6-(tetrahydrofuran-3-yl)-3,4-dihydro-1,5-naphthyridin-1(2H)-yl)-1H-pyrazolo[3,4-b]pyrazin-6-yl)-2-oxa-8-azaspiro[4.5]decan-4-amine hydrochloride Cl.C[C@@H]1OCC2([C@@H]1N)CCN(CC2)C2=CN=C1C(=N2)NN=C1N1CCCC2=NC(=CC=C12)C1COCC1